ferrocene osmium [Os].[CH-]1C=CC=C1.[CH-]1C=CC=C1.[Fe+2]